N1=C(C=CC=C1)N[C@H]1[C@H](CC1)C(=O)O (1S,2R)-2-[(pyridin-2-yl)amino]cyclobutane-1-carboxylic acid